2-((3R,5R,6S)-5-(3-chlorophenyl)-6-(4-chlorophenyl)-1-((S)-1-(isopropylsulfonyl)-3-methylbutan-2-yl)-3-methyl-2-oxopiperidinyl)acetic acid ClC=1C=C(C=CC1)[C@H]1C[C@](C(N([C@@H]1C1=CC=C(C=C1)Cl)[C@H](CS(=O)(=O)C(C)C)C(C)C)=O)(C)CC(=O)O